26-azido-18,21-bis(4-azidobutyl)-17,20,23-trioxo-4,7,10,13-tetraoxa-16,19,22-triazahexacosanoate N(=[N+]=[N-])CCCC(NC(C(NC(C(NCCOCCOCCOCCOCCC(=O)[O-])=O)CCCCN=[N+]=[N-])=O)CCCCN=[N+]=[N-])=O